CC(C)(C)C=1SC=C(N1)C1=C(N=C(S1)NC(=O)N1[C@@H](CCC1)C(=O)N)C (2S)-N1-[2-(1,1-Dimethylethyl)-4'-methyl[4,5'-bithiazol]-2'-yl]-1,2-pyrrolidinedicarboxamide